OC(C)(C)C1=CC=CC(=N1)C(=O)OC Methyl 6-(1-hydroxy-1-methyl-ethyl)pyridine-2-carboxylate